[Cl-].[Cl-].C(CCC)C1=CC=C(S1)C(=[Hf+2](C1=C(C=CC=2C3=CC=C(C=C3CC12)C(C)(C)C)C(C)(C)C)C1C=CC=C1)C1=CC=CC=C1 (5-n-butyl-2-thienyl)(phenyl)methylene(cyclopentadienyl)(2,7-di-tert-butylfluorenyl)hafnium dichloride